4-(4-(2-ethoxy-2-oxoethoxy)-2-fluorophenyl)piperazine-1-carboxylic acid tert-butyl ester C(C)(C)(C)OC(=O)N1CCN(CC1)C1=C(C=C(C=C1)OCC(=O)OCC)F